NC=1N=NC(=CC1N1CC2CCC(C1)N2C2=CC(=NC=C2)OC2CC1(C2)CCN(CC1)CC1CCN(CC1)C(=O)OC(C)(C)C)C1=C(C=CC=C1)O tert-butyl 4-[[2-[[4-[3-[3-amino-6-(2-hydroxyphenyl)pyridazin-4-yl]-3,8-diazabicyclo[3.2.1]octan-8-yl]-2-pyridyl]oxy]-7-azaspiro[3.5]nonan-7-yl]methyl]piperidine-1-carboxylate